1-[3-amino-4-[bis(2-methylpropyl)amino]phenyl]cyclopentane-1-carbonitrile NC=1C=C(C=CC1N(CC(C)C)CC(C)C)C1(CCCC1)C#N